(6-amino-3,5-dibromopyrazin-2-yl)acetamide NC1=C(N=C(C(=N1)CC(=O)N)Br)Br